FC=1C=CC=C2C=CN=CC12 8-fluoroisoquinolin